C(C)OC(CCOCC)=O ethyl-3-ethoxypropionate